N-[4-(4-ethylpiperazin-1-yl)phenyl]-1-(methyl-d3)benzimidazole-5-carboxamide ethyl-3,3-dimethyl-5-oxopyrrolidine-2-carboxylate C(C)OC(=O)C1NC(CC1(C)C)=O.C(C)N1CCN(CC1)C1=CC=C(C=C1)NC(=O)C1=CC2=C(N(C=N2)C([2H])([2H])[2H])C=C1